ClC1=CC(=C(CNC2=NC=CC=C2C2CCN(CC2)CC2=NC3=C(N2C)C=C(C=C3OC(F)F)C(=O)O)C=C1)F 2-((4-(2-((4-Chloro-2-fluorobenzyl)amino)pyridin-3-yl)piperidin-1-yl)methyl)-4-(difluoromethoxy)-1-methyl-1H-benzo[d]imidazole-6-carboxylic acid